2-(4-(2-((4-chloro-6-(1H-1,2,3-triazol-1-yl)pyridin-3-yl)methoxy)pyrimidin-4-yl)-2,5-difluorobenzyl)-1-(2-methoxyethyl)-1H-benzo[d]imidazole-6-carboxylic acid ClC1=C(C=NC(=C1)N1N=NC=C1)COC1=NC=CC(=N1)C1=CC(=C(CC2=NC3=C(N2CCOC)C=C(C=C3)C(=O)O)C=C1F)F